4-(4-acryloylpiperazin-1-yl)-N-(2-(dimethylamino)ethyl)-N-methyl-7-(8-methylnaphthalen-1-yl)-5,6,7,8-tetrahydro-1,7-naphthyridine-2-carboxamide C(C=C)(=O)N1CCN(CC1)C1=CC(=NC=2CN(CCC12)C1=CC=CC2=CC=CC(=C12)C)C(=O)N(C)CCN(C)C